(R)-7-(6-(1-(2,2-difluoro-1-(4-fluorophenyl)propyl)-1H-pyrazol-4-yl)-3,5-difluoropyridin-2-yl)-2-(2,5-dimethyl-1H-pyrrol-1-yl)-[1,2,4]triazolo[1,5-a]pyridine FC([C@@H](C1=CC=C(C=C1)F)N1N=CC(=C1)C1=C(C=C(C(=N1)C1=CC=2N(C=C1)N=C(N2)N2C(=CC=C2C)C)F)F)(C)F